CC(CCC)OC1=C(C(=O)N)C=CC=C1 2-(pentan-2-yloxy)benzamide